dimethyl-2,6-naphthalenediacetic acid dimethyl ester COC(CC1=C(C2=CC=C(C=C2C=C1C)CC(=O)OC)C)=O